(1r,4r)-4-(3-chloroanilino)-2'-(3-methoxyphenyl)-2',3'-dihydrospiro[cyclohexane-1,1'-indene]-4-carboxylic acid ClC=1C=C(NC2(CCC3(C(CC4=CC=CC=C34)C3=CC(=CC=C3)OC)CC2)C(=O)O)C=CC1